o-aminobenzoic acid isopropylamide C(C)(C)NC(C1=C(C=CC=C1)N)=O